N1\C(\CNCC1)=N/NC(C(F)(F)F)=O N-[(2Z)-piperazin-2-ylidene]trifluoroacetyl-hydrazine